((4-(6-chloropyridin-2-yl)piperidin-1-yl)methyl)-1-(oxetan-2-ylmethyl)-1H-benzo[D]imidazole-6-carboxylic acid tert-butyl ester C(C)(C)(C)OC(=O)C=1C=CC2=C(N(C(=N2)CN2CCC(CC2)C2=NC(=CC=C2)Cl)CC2OCC2)C1